aluminum bis(ethylacetoacetate) mono-n-butoxide [O-]CCCC.C(C)CC(CC(=O)[O-])=O.C(C)CC(CC(=O)[O-])=O.[Al+3]